3-trifluoromethyl-1-(4-(trifluoromethyl)phenyl)propan tert-butyl[4-(3-{4-chloro-3-cyclopropyl-1H-pyrrolo[2,3-b]pyridin-5-yl}phenyl)-3-oxopiperazin-1-yl]formate C(C)(C)(C)OC(=O)N1CC(N(CC1)C1=CC(=CC=C1)C=1C(=C2C(=NC1)NC=C2C2CC2)Cl)=O.FC(CCCC2=CC=C(C=C2)C(F)(F)F)(F)F